FC(C=1C(=C(C=CC1)[C@@H](C)NC1=NN=C(C2=CC=C(C=C12)C1=CC=CC(=N1)CN1CCC(CC1)C1=C(C=C(C=C1)[C@@]1(C(NC(CC1)=O)=O)C)C)C)F)F (R)-3-(4-(1-((6-(4-(((R)-1-(3-(difluoromethyl)-2-fluorophenyl)ethyl)amino)-1-methylphthalazin-6-yl)pyridin-2-yl)methyl)piperidin-4-yl)-3-methylphenyl)-3-methylpiperidine-2,6-dione